1,2-dichloro-4-(3-chloro-1-phenylpropoxy)benzene ClC1=C(C=C(C=C1)OC(CCCl)C1=CC=CC=C1)Cl